2'-[6-amino-5-(trifluoromethyl)pyridin-3-yl]-N-[(1R)-1-(4-cyanophenyl)ethyl]-5',6'-dihydrospiro[pyrrolidine-3,4'-pyrrolo[1,2-b]pyrazole]-1-carboxamide NC1=C(C=C(C=N1)C=1C=C2N(N1)CCC21CN(CC1)C(=O)N[C@H](C)C1=CC=C(C=C1)C#N)C(F)(F)F